diphenylmethylene(cyclopentadienyl)(9-fluorenyl)dimethylhafnium C1(=CC=CC=C1)C(C1=CC=CC=C1)=C[Hf](C)(C1C2=CC=CC=C2C=2C=CC=CC12)C1C=CC=C1